N1C=CN=CC2=C1C=CC=C2 1,4-BENZODIAZEPINE